1-acetyl-5-benzyloxy-1H-indol-3-yl 2,3,4,6-tetra-O-acetyl-beta-D-glucopyranoside C(C)(=O)O[C@H]1[C@H](OC2=CN(C3=CC=C(C=C23)OCC2=CC=CC=C2)C(C)=O)O[C@@H]([C@H]([C@@H]1OC(C)=O)OC(C)=O)COC(C)=O